1-{4-[5-({[4-(aminomethyl)phenyl]methyl}(methyl)amino)-4-methyl-1-(2-methylfuran-3-carbonyl)-1H-pyrazol-3-yl]-3-(trifluoromethyl)piperidin-1-yl}-2,2-dimethylpropan-1-one NCC1=CC=C(C=C1)CN(C1=C(C(=NN1C(=O)C1=C(OC=C1)C)C1C(CN(CC1)C(C(C)(C)C)=O)C(F)(F)F)C)C